3-hydroxy-1-imidazol-1-yl-pentan-1-one OC(CC(=O)N1C=NC=C1)CC